(R)-(5-(pyridin-2-yl)-1,3,4-oxadiazol-2-yl)(4-(4-(trifluoromethyl)pyrazolo[1,5-a]pyridin-2-yl)-6,7-dihydro-1H-imidazo[4,5-c]pyridin-5(4H)-yl)methanone N1=C(C=CC=C1)C1=NN=C(O1)C(=O)N1[C@H](C2=C(CC1)NC=N2)C2=NN1C(C(=CC=C1)C(F)(F)F)=C2